C(C)(C)(C)OC(CC[C@@H](C(=O)N)N1C(C2=CC(=CC=C2C1)O)=O)=O (S)-5-amino-4-(6-hydroxyl-1-oxoisoindol-2-yl)-5-oxopentanoic acid tert-butyl ester